C(C)(C)(C)OC(N[C@@H](CCCNC(=O)N)C(NC=1C=C2C(OCC2=CC1)=O)=O)=O [(S)-1-(3-oxo-1,3-dihydro-isobenzofuran-5-ylcarbamoyl)-4-ureidobutyl]carbamic acid tert-butyl ester